2-[2,2-bis(1H-indol-3-yl)ethyl]aniline N1C=C(C2=CC=CC=C12)C(CC1=C(N)C=CC=C1)C1=CNC2=CC=CC=C12